diethoxymethylphenyl-silane C(C)OC(OCC)[SiH2]C1=CC=CC=C1